N1(CCOCC1)C1=CC=C(C=C1)NC1=NC=C(C(=N1)NC=1SC=CC1C(=O)OC)C(F)(F)F methyl 2-[2-(4-morpholin-4-ylphenylamino)-5-trifluoromethylpyrimidin-4-ylamino]-thiophene-3-carboxylate